C(C)(C)C1=C(C(=CC=C1)C(C)C)N1C(N(C=C1)C1=C(C=CC=C1C(C)C)C(C)C)=[Pd-3](C1=NC=CC=C1Cl)(Cl)Cl (1,3-bis(2,6-diisopropylphenyl)imidazolylidene)(3-chloropyridyl)palladium (II) dichloride